butyltris(dimethylamino)silane (2S)-methyl-2-((tert-butoxycarbonyl)amino)-4-(2-(pyrazin-2-yl)ethylsulfonimidoyl)butanoate COC([C@H](CCS(=O)(=N)CCC1=NC=CN=C1)NC(=O)OC(C)(C)C)=O.C(CCC)[Si](N(C)C)(N(C)C)N(C)C